amino-phosphorus N[P]